N-(6-amino-5-methyl-3-pyridyl)-2-[(2R,5S)-5-methyl-2-(3-methylsulfonylphenyl)-1-piperidyl]-2-oxo-acetamide NC1=C(C=C(C=N1)NC(C(=O)N1[C@H](CC[C@@H](C1)C)C1=CC(=CC=C1)S(=O)(=O)C)=O)C